4-(2-chloro-4-fluorophenyl)-7-(hydroxymethyl)-2H-chromen-2-one ClC1=C(C=CC(=C1)F)C1=CC(OC2=CC(=CC=C12)CO)=O